C(C)(=O)OC1=C(C2=CC=CC=C2C=C1CBr)C1=CC=CC2=CC=CC=C12 bromomethyl-[1,1'-binaphthyl]-2-yl acetate